ClC=1C(=C(C=CC1)N1CN=C(C=C1C(=O)O)C)Cl 3-(dichlorophenyl)-6-methylpyrimidine-4-carboxylic acid